tert-butyl 7-(2-((5-cyanopyridin-2-yl)((2-methylthiazol-5-yl)methyl)amino)ethyl)-6,8-dioxa-2-azaspiro[3.5]nonane-2-carboxylate C(#N)C=1C=CC(=NC1)N(CCC1OCC2(CN(C2)C(=O)OC(C)(C)C)CO1)CC1=CN=C(S1)C